N-[4-(1-cyclopropyl-1H-pyrazol-4-yl)-3-sulfamoylphenyl]-2-(2-fluorophenyl)acetamide C1(CC1)N1N=CC(=C1)C1=C(C=C(C=C1)NC(CC1=C(C=CC=C1)F)=O)S(N)(=O)=O